FC1=C(OC2=C(C=C(C=C2)NS(=O)(=O)C2CC2)C2=CSC3=C2N=CNC3=O)C=CC(=C1)F N-(4-(2,4-difluorophenoxy)-3-(4-oxo-3,4-dihydrothieno[3,2-d]pyrimidin-7-yl)phenyl)cyclopropanesulfonamide